ClC1=C(C=C(C(=C1)Cl)[N+](=O)[O-])CC#N 2,4-dichloro-5-nitrobenzeneacetonitrile